C(C)(C)(C)OC(=O)C=1C=NC(=C(C(=O)O)C1)OC 5-(tert-butoxycarbonyl)-2-methoxynicotinic acid